ClC1=C(C=CC=C1)CC(=O)NC1=CC(=C(C=C1)C=1C=NC(=NC1)NCCC)S(N)(=O)=O 2-(2-chlorophenyl)-N-{4-[2-(propylamino)pyrimidin-5-yl]-3-sulfamoylphenyl}acetamide